tert-butyl 5-{4-[(1-{[3-fluoro-4-(propan-2-yl)phenyl]carbamoyl}-D-prolyl)amino]phenyl}-6-methylpyridine-2-carboxylate FC=1C=C(C=CC1C(C)C)NC(=O)N1[C@H](CCC1)C(=O)NC1=CC=C(C=C1)C=1C=CC(=NC1C)C(=O)OC(C)(C)C